FC(S(=O)(=O)O)(F)F.C(CCC)N1C(N(C=C1)C)C 1-butyl-2,3-dimethylimidazole trifluoromethanesulfonate